(3R,4S,5S,6R)-3-(fluoromethyl)-6-(hydroxymethyl)tetrahydro-2H-pyran-2,3,4,5-tetraol FC[C@@]1(C(O[C@@H]([C@H]([C@@H]1O)O)CO)O)O